O[C@@H]1CO[C@H]([C@@H]([C@@H]1O)O)C (2R,3R,4R,5R,6S)-3,4,5-trihydroxy-6-methyltetrahydro-2H-pyran